α-D-glucopyranosyl-(1→4)-α-D-glucopyranosyl-(1→4)-α-D-glucopyranosyl-(1→4)-α-D-glucopyranosyl-(1→4)-α-D-glucopyranosyl-(1→4)-D-glucopyranosyl-(1→4)-D-glucose [C@H]1([C@H](O)[C@@H](O)[C@H](O)[C@H](O1)CO)O[C@H]1[C@@H]([C@H]([C@H](O[C@@H]1CO)O[C@H]1[C@@H]([C@H]([C@H](O[C@@H]1CO)O[C@H]1[C@@H]([C@H]([C@H](O[C@@H]1CO)O[C@H]1[C@@H]([C@H]([C@H](O[C@@H]1CO)O[C@H]1[C@@H]([C@H](C(O[C@@H]1CO)O[C@@H]([C@@H]([C@H](C=O)O)O)[C@H](O)CO)O)O)O)O)O)O)O)O)O)O